montanic acid zinc salt [Zn+2].C(CCCCCCCCCCCCCCCCCCCCCCCCCCC)(=O)[O-].C(CCCCCCCCCCCCCCCCCCCCCCCCCCC)(=O)[O-]